(4-isobutoxy benzyl) carbamate C(N)(OCC1=CC=C(C=C1)OCC(C)C)=O